BrC1=CC(=C(C(=O)N(C)[C@@H]2COCC=3NC(C=4C=C(C(=CC4C32)F)F)=O)C(=C1)F)F (S)-4-Bromo-N-(8,9-difluoro-6-oxo-1,4,5,6-tetrahydro-2H-pyrano[3,4-c]isoquinolin-1-yl)-2,6-difluoro-N-methylbenzamide